Dithiobenzoic acid 1-cyano-1-methyl-3-prop-2-ynylcarbamoylpropyl ester C(#N)C(CCC(NCC#C)=O)(C)SC(C1=CC=CC=C1)=S